F[B-](F)(F)F.C1(=CC=CC=C1)[NH3+] phenyl-ammonium tetrafluoroborate